propenyl-t-butylperoxysilane C(=CC)[SiH2]OOC(C)(C)C